CC1=NC2=C(N1)C=CC(=C2)N2C(=NC=1C=NC=CC12)C=1C(=NON1)N 4-[1-(2-methyl-1H-benzimidazole-5-yl)-1H-imidazo[4,5-c]pyridine-2-yl]-1,2,5-oxadiazole-3-amine